(S)-3-((6'-Chloro-5-((3-(2,2-difluoropropyl)azetidin-1-yl)methyl)-3-fluoro-[2,3'-bipyridin]-4'-yl)amino)butan-1-ol ClC1=CC(=C(C=N1)C1=NC=C(C=C1F)CN1CC(C1)CC(C)(F)F)N[C@H](CCO)C